1-(oxetan-3-yl)piperidin O1CC(C1)N1CCCCC1